ClC1=C2CCCC(C2=CC=C1F)=O 5-chloro-6-fluoro-3,4-dihydronaphthalene-1(2H)-one